C(C1=CC=CC=C1)N(S(=O)(=O)C1=CC=C(C=C1)NC(=O)NCC)CC1CCC(CC1)N(C)C N-benzyl-N-(((1r,4r)-4-(dimethylamino)cyclohexyl)methyl)-4-(3-ethylureido)benzenesulfonamide